NC=1C(=CC=2N=CN=C(C2N1)C=1C(=NN(C1)C)C=1C=C(C=CC1)O)OC 3-(4-(6-amino-7-methoxypyrido[3,2-d]pyrimidin-4-yl)-1-methyl-1H-pyrazol-3-yl)phenol